C(CCCCCCC)C(CCCCCCCC)OC(CCCCCCCOC(=O)[C@H]1N(CC(C1)OC(CCN1C=NC=C1)=O)CCCCCC(OCCCCCCCCCCC)=O)=O (2S)-4-(3-imidazol-1-ylpropionoyloxy)-1-(6-oxo-6-undecyloxy-hexyl)pyrrolidine-2-carboxylic acid [8-(1-octylnonyloxy)-8-oxo-octyl] ester